[N+](=O)([O-])C1=C(C(=O)[O-])C=CC=C1NC12COCC(C1)C2 nitro-3-(3-oxabicyclo[3.1.1]heptan-1-ylamino)benzoate